CN1C(C=C(C=C1)C#CC=1C=C(OC=2N=NNC2C(=O)O)C=CC1)=O 4-(3-((1-Methyl-2-oxo-1,2-dihydropyridin-4-yl)ethynyl)phenoxy)-1H-1,2,3-triazole-5-carboxylic acid